(S)-4-((phenylmethylsulfinyl)methyl)thiazole C1(=CC=CC=C1)C[S@](=O)CC=1N=CSC1